5-(6-fluoro-1-propyl-1H-benzo[d]imidazol-2-yl)-3-methylbenzo[d]isoxazole FC=1C=CC2=C(N(C(=N2)C=2C=CC3=C(C(=NO3)C)C2)CCC)C1